choline trimethylamine CN(C)C.OCC[N+](C)(C)C